C(C(C)C)(=O)NC=1NC(C=2N=CN([C@H]3C[C@H](O)[C@@H](CO)O3)C2N1)=O N2-isobutyryl-deoxyguanosine